2-(neopentylamino)-7H-pyrrolo[2,3-d]pyrimidin C(C(C)(C)C)NC=1N=CC2=C(N1)NC=C2